S1C(=NC2=C1C=CC=C2)COC=2C=C1C(=CC(=NC1=CC2)C(=O)N2CCC(CC2)N2N=CC(=C2)F)C(=O)N2CCCCC2 (6-(benzo[d]thiazol-2-yl-methoxy)-2-(4-(4-fluoro-1H-pyrazol-1-yl)piperidine-1-carbonyl)quinolin-4-yl)(piperidin-1-yl)-methanone